COC1=C(C(=O)O)C=CC(=C1)NC(=O)C1(CCCC1)C1=CC=C(C=C1)Cl 2-methoxy-4-(1-(4-chlorophenyl)cyclopentane-1-carboxamido)benzoic acid